P(=O)(O)(O)O.C(CCCCCCCCCCCCCCCCCCCCC)[K] docosyl-potassium phosphate